FC(OC1=CC=C(C=C1)C=1C=C(C(NN1)=O)C(=O)OC)F Methyl 6-[4-(difluoromethoxy) phenyl]-3-oxo-2,3-dihydropyridazine-4-carboxylate